(6-methoxy-5-(2-oxo-2-(pyrrolidin-1-yl)ethyl)pyridine-3-yl)(methyl)carbamate COC1=C(C=C(C=N1)OC(NC)=O)CC(N1CCCC1)=O